CN1C=C(C=C1)C(=O)N 1-methyl-1H-pyrrole-3-carboxamide